BrC=1C=C2C(=C(C=NC2=CC1)Cl)N1C[C@H]([C@@H](CC1)NC(O)=O)O N-[trans-1-(6-bromo-3-chloroquinolin-4-yl)-3-hydroxypiperidin-4-yl]Carbamic acid